(E)-1-[4-[(2S,5S)-4,5-Dihydroxy-6-[[(5S)-5,6,7-trihydroxy-4-methylheptan-2-yl]oxymethyl]oxan-2-yl]oxy-2-hydroxy-6-methoxyphenyl]-3-(3-hydroxy-4-methoxyphenyl)prop-2-en-1-one OC1C[C@@H](OC([C@H]1O)COC(C)CC([C@@H](C(CO)O)O)C)OC1=CC(=C(C(=C1)OC)C(\C=C\C1=CC(=C(C=C1)OC)O)=O)O